Methyl 6-((N-(3-chlorophenyl)-1,1-dioxidothiomorpholine-4-carboxamido)methyl)nicotinate ClC=1C=C(C=CC1)N(C(=O)N1CCS(CC1)(=O)=O)CC1=NC=C(C(=O)OC)C=C1